BrC1=C(CS(=O)(=O)C2=NN(C=N2)S(=O)(=O)N(C)C)C=CC=C1 3-((2-bromobenzyl)sulfonyl)-N,N-dimethyl-1H-1,2,4-triazole-1-sulfonamide